FC=1C=C2N(CCN(C2=CC1)C(=O)NCC1=NC=CN=C1)C1=CC=C(C=C1)F 6-fluoro-4-(4-fluoroPhenyl)-N-(pyrazin-2-ylmethyl)-3,4-dihydroquinoxaline-1(2H)-carboxamide